(3E)-3-{3-[(tert-butyldimethylsilyl)oxy]propylidene}-1-{4-[(3-methyl-4-{[1,2,4]triazolo[1,5-a]pyridin-7-yloxy}phenyl)amino]quinazolin-6-yl}pyrrolidin-2-one [Si](C)(C)(C(C)(C)C)OCC\C=C/1\C(N(CC1)C=1C=C2C(=NC=NC2=CC1)NC1=CC(=C(C=C1)OC1=CC=2N(C=C1)N=CN2)C)=O